tert-butyl (2R,6R)-2-(hydroxymethyl)-6-methylmorpholine-4-carboxylate OC[C@H]1CN(C[C@H](O1)C)C(=O)OC(C)(C)C